rac-N-(5-Chlorothiazol-2-yl)-2-(3,3-difluorocyclopentyl)-2-(4-(2-(2-morpholinoethyl)-2H-tetrazol-5-yl)phenyl)acetamide ClC1=CN=C(S1)NC(C(C1=CC=C(C=C1)C=1N=NN(N1)CCN1CCOCC1)C1CC(CC1)(F)F)=O